C(#N)C=1C=C(C=CC1C)C1=CC=C2C(CCOC2=C1)NC(O[C@@H]1CN2CCC1CC2)=O (S)-quinuclidin-3-yl (7-(3-cyano-4-methylphenyl)chroman-4-yl)carbamate